meta-phenylenebismaleimide C1(=CC(=CC=C1)C=1C(=O)NC(C1)=O)C=1C(=O)NC(C1)=O